(+)-(2S)-ethyl-2-((((2-(2-amino-6-methoxy-9H-purin-9-yl)-ethoxy)-methyl)-(benzyloxy)-phosphoryl)-amino)-propionate C(C)OC([C@H](C)NP(=O)(OCC1=CC=CC=C1)COCCN1C2=NC(=NC(=C2N=C1)OC)N)=O